4-iodospiro[benzo[d][1,3]dioxol-2,1'-cyclohexane] IC1=CC=CC=2OC3(CCCCC3)OC21